3-(4-(((7-fluorobenzo[d]thiazol-2-yl)(4-fluorophenethyl)amino)-methyl)phenyl)propiolic acid FC1=CC=CC=2N=C(SC21)N(CCC2=CC=C(C=C2)F)CC2=CC=C(C=C2)C#CC(=O)O